Methacryloxytriethoxysilane C(C(=C)C)(=O)O[Si](OCC)(OCC)OCC